(R)-2-amino-3-((S)-2-oxopiperidin-3-yl)propanamide hydrochloride Cl.N[C@@H](C(=O)N)C[C@H]1C(NCCC1)=O